O=C(/C=C/C1=CC=C(C(=O)OC2=CC=C(C=C2)C(\C=C\C2=CC=C(C=C2)COO)=O)C=C1)C [4-[(E)-3-[4-(hydroperoxymethyl)phenyl]prop-2-enoyl]phenyl] 4-[(E)-3-oxobut-1-enyl]benzoate